BrC=1C(=C2C(=NC1)NCC21CCC(CC1)O)Cl (1s,4s)-5'-bromo-4'-chloro-1',2'-dihydrospiro[cyclohexane-1,3'-pyrrolo[2,3-b]pyridine]-4-ol